O=C1N(CCC(N1)=O)C1=NN(C2=CC(=CC=C12)C1CCN(CC1)S(=O)(=O)C1CCN(CC1)C(=O)OC(C)(C)C)C tert-butyl 4-((4-(3-(2,4-dioxotetrahydropyrimidin-1(2H)-yl)-1-methyl-1H-indazol-6-yl)piperidin-1-yl)sulfonyl)piperidine-1-carboxylate